N1C=C(CC2=CC=CC=C12)C(=O)[O-] 1,4-dihydroquinoline-3-carboxylate